NC1=C(C=C(C=C1)S(=O)(=O)C=1C=C(C=CC1)C(C)=O)F [3-(4-amino-3-fluorobenzenesulfonyl)phenyl]ethanone